2-chloro-6-(3,5-dimethoxyphenoxy)pyrazine ClC1=NC(=CN=C1)OC1=CC(=CC(=C1)OC)OC